N(=[N+]=[N-])CCNC1=C2CN(CC2=CC=C1)C1C(NC(CC1)=O)=O 4-((2-azidoethyl)amino)-2-(2,6-dioxopiperidin-3-yl)isoindoline